5-chloro-2-(trifluoromethyl)pyridin ClC=1C=CC(=NC1)C(F)(F)F